(1S,3aR,6aS)-2-[7-(benzyloxy)-4-chloro-1H-indole-2-carbonyl]-N-[(2S)-4-hydroxy-3-oxo-1-[(3S)-2-oxopyrrolidin-3-yl]butan-2-yl]-hexahydro-1H-cyclopenta[c]pyrrole-1-carboxamide C(C1=CC=CC=C1)OC=1C=CC(=C2C=C(NC12)C(=O)N1[C@@H]([C@@H]2[C@H](C1)CCC2)C(=O)N[C@@H](C[C@H]2C(NCC2)=O)C(CO)=O)Cl